C(C)(C)(C)N=[Ta](NC(C)(C)C)(NC(C)(C)C)NC(C)(C)C tert-butyliminotris(tert-butylamino)tantalum